ClC=1C=2N(C=C(C1)NC(=O)C1=CC=C(C3=CN(N=C13)C)N1CC(N(CC1)C(=O)OC(C)(C)C)C)C=C(N2)C tert-butyl 4-[7-({8-chloro-2-methylimidazo[1,2-a]pyridin-6-yl}carbamoyl)-2-methylindazol-4-yl]-2-methylpiperazine-1-carboxylate